t-butoxyphenyl-triethoxysilane C(C)(C)(C)OCCO[Si](OCC)(OCC)C1=CC=CC=C1